benzyl 4-methylenepiperidine-1-carboxylate C=C1CCN(CC1)C(=O)OCC1=CC=CC=C1